N-(pivaloyloxy)phthalimide C(C(C)(C)C)(=O)ON1C(C=2C(C1=O)=CC=CC2)=O